ClC1=C(C=NN1CC1CC(C1)(F)F)C(=O)N1[C@@H](C2=C(CC1)NC=N2)C=2SC1=C(N2)C(=CC=C1)F (S)-(5-chloro-1-((3,3-difluorocyclobutyl)methyl)-1H-pyrazol-4-yl)(4-(4-fluorobenzo[d]thiazol-2-yl)-6,7-dihydro-1H-imidazo[4,5-c]pyridin-5(4H)-yl)methanone